C1(=CC=CC=C1)C1=NC(=NC(=N1)C1=CC=CC=C1)C1=C(C=C(C(=C1)C1=NC(=NC(=N1)C1=CC=CC=C1)C1=CC=CC=C1)N1C2=CC=CC=C2C=2C=C(C=CC12)C1=CC=CC=C1)N1C2=CC(=CC=C2C=2C=CC(=CC12)C1=NC(=CC=C1)C1=CC=CC=C1)C1=NC(=CC=C1)C1=CC=CC=C1 9-(2,4-bis(4,6-diphenyl-1,3,5-triazin-2-yl)-5-(3-phenyl-9H-carbazol-9-yl)phenyl)-2,7-bis(6-phenylpyridin-2-yl)-9H-carbazole